(R)-4-(5-methyl-2H-tetrazol-2-yl)-N-(8-methylisoquinolin-1-yl)-N-(piperidin-3-yl)benzamide CC=1N=NN(N1)C1=CC=C(C(=O)N([C@H]2CNCCC2)C2=NC=CC3=CC=CC(=C23)C)C=C1